4-(6-bromopyridazin-3-yl)morpholine BrC1=CC=C(N=N1)N1CCOCC1